FC1=CC(=C(C=C1)C1=NC(=NO1)[C@@H]1CC12CCN(CC2)S(=O)(=O)N)C(F)(F)F (1R)-1-{5-[4-Fluoro-2-(trifluoromethyl)phenyl]-1,2,4-oxadiazol-3-yl}-6-azaspiro[2.5]octan-6-sulfonamid